(R)-1-(4-((5-(1-(2,2-difluoroethyl)-1H-benzo[d][1,2,3]triazol-6-yl)-4-methoxypyrrolo[2,1-f][1,2,4]triazin-2-yl-7-d)amino)-3,3-difluoropiperidin-1-yl)-2-hydroxyethan-1-one FC(CN1N=NC2=C1C=C(C=C2)C=2C=C(N1N=C(N=C(C12)OC)N[C@H]1C(CN(CC1)C(CO)=O)(F)F)[2H])F